CC1(CC=C(C=C1)NC1=NC2=CC(=CC=C2N=C1)C1=CC(=C(C(=C1)OC)OC)OC)NC 1,N1-dimethyl-N4-(7-(3,4,5-trimethoxyphenyl)quinoxalin-2-yl)benzene-1,4-diamine